bis[3-(triethoxysilyl)propyl] disulfide C(C)O[Si](CCCSSCCC[Si](OCC)(OCC)OCC)(OCC)OCC